N-(2-acetylphenyl)-3-fluoropicolinic acid amide C(C)(=O)C1=C(C=CC=C1)NC(C1=NC=CC=C1F)=O